C(C)N1C2=CC=C(C=C2C=2C=C(C=CC12)C(C)=NCC(=O)O)C(C1=C(C=CC=C1)C)=O.C(C)(=O)ON=C(C)C=1C=CC=2N(C3=CC=C(C=C3C2C1)C(C1=C(C=CC=C1)C)=O)CC [1-[9-ethyl-6-(2-methylbenzoyl) carbazol-3-yl] ethylideneamino] acetate ([1-[9-ethyl-6-(2-methylbenzoyl) carbazol-3-yl] ethylideneamino] acetate)